N-(2-ethyl-5-fluoropyrimidin-4-yl)-6,6-dimethyl-5-{[(2S,5R)-2,4,5-trimethylpiperazin-1-yl]carbonyl}-1,4,5,6-tetrahydropyrrolo[3,4-c]pyrazol-3-amine C(C)C1=NC=C(C(=N1)NC=1C2=C(NN1)C(N(C2)C(=O)N2[C@H](CN([C@@H](C2)C)C)C)(C)C)F